(4-(1-hydroxyethyl)pyridin-2-yl)carbamic acid tert-butyl ester C(C)(C)(C)OC(NC1=NC=CC(=C1)C(C)O)=O